5-cyclopropyl-2-nitro-6,7-dihydropyrazolo[1,5-a]pyrazin-4(5H)-one C1(CC1)N1C(C=2N(CC1)N=C(C2)[N+](=O)[O-])=O